2,3,5,6-tetramethylbenzoquinone CC=1C(C(=C(C(C1C)=O)C)C)=O